4-methylpentane-1,3-diene CC(=CC=C)C